CN(C1=CC=C(C(C2=CC=C(C=C2)N(C)C)O)C=C1)C 4,4'-bis(dimethylamino)benzhydrol